tert-Butyl (2R,5S)-4-((2,5-dichloro-6-(o-tolyl)pyridin-3-yl)(imino)methyl)-2,5-dimethylpiperazine-1-carboxylate ClC1=NC(=C(C=C1C(N1C[C@H](N(C[C@@H]1C)C(=O)OC(C)(C)C)C)=N)Cl)C1=C(C=CC=C1)C